O(CCN1CCOCC1)CCN1CCOCC1 4,4'-(oxybis-2,1-ethanediyl)bis-morpholine